N-(3-methoxyphenyl)-7-(3,3,3-trifluoro-2,2-dihydroxypropanamido)heptanamide COC=1C=C(C=CC1)NC(CCCCCCNC(C(C(F)(F)F)(O)O)=O)=O